5-amino-N-(3-cyano-4-methyl-1H-indol-7-yl)-1-(2,2-difluoroethyl)pyrazole-4-sulfonamide NC1=C(C=NN1CC(F)F)S(=O)(=O)NC=1C=CC(=C2C(=CNC12)C#N)C